Cl.NCC(O)C1=CC=CC=C1 2-amino-1-phenyl-ethanol hydrochloride